isopropoxyphenyl-guanidine C(C)(C)ON(C(=N)N)C1=CC=CC=C1